NC1=C(C(=NN1C1=NC=CC=N1)C(F)(F)F)C=1CCN(CC1)C(C(F)(F)F)=O 1-[4-[5-amino-1-pyrimidin-2-yl-3-(trifluoromethyl)pyrazol-4-yl]-3,6-dihydro-2H-pyridin-1-yl]-2,2,2-trifluoro-ethanone